C(C)N(C1=CC=C(C=N1)B(O)O)C 6-(ETHYL(METHYL)AMINO)PYRIDINE-3-BORONIC ACID